1-(3-methoxy-4-{[4-(methylsulfanyl)-1,3-benzothiazol-2-yl]oxy}phenyl)pentan-3-ol COC=1C=C(C=CC1OC=1SC2=C(N1)C(=CC=C2)SC)CCC(CC)O